C(CCC(=O)O)(=O)O.N[C@@H](CC1=CNC=N1)C(=O)O histidine, succinate salt